C(C)C1COC=2C(=C(C=C3C(C(=CN1C23)CN([C@@H]2CN(CCC2)C=2C=NC(=CC2)[N+](=O)[O-])CC2=CC(=NC=C2)OC)=O)F)F 3-ethyl-9,10-difluoro-6-((((2-methoxypyridin-4-yl)methyl)((S)-1-(6-nitropyridin-3-yl)piperidin-3-yl)amino)methyl)-2,3-dihydro-7H-[1,4]oxazino[2,3,4-ij]quinolin-7-one